6-[methyl(propan-2-yl)amino]-4-propanoyl-2,3-dihydro-1H-pyrrolo[3,4-c]pyridin-1-one CN(C1=CC2=C(C(=N1)C(CC)=O)CNC2=O)C(C)C